(3-{[2-(4-Isopropylphenyl)imidazo[1,2-a]pyridin-3-yl]methyl}-3,8-diazabicyclo[3.2.1]oct-8-yl)(6-methoxy-3-methylpyridin-2-yl)methanon C(C)(C)C1=CC=C(C=C1)C=1N=C2N(C=CC=C2)C1CN1CC2CCC(C1)N2C(=O)C2=NC(=CC=C2C)OC